2-(hydroxymethyl)-6-methoxytetrahydro-2H-pyran-3,4-diol OCC1OC(CC(C1O)O)OC